NC1=C2C(=NC=N1)N(N=C2C#CC2=CC1=C(N(C=N1)C)C=C2F)[C@H]2C[C@@H](N(C2)C(C=C)=O)C 1-((2S,4S)-4-(4-amino-3-((1-methyl-6-fluoro-1H-benzo[d]imidazol-5-yl)ethynyl)-1H-pyrazolo[3,4-d]pyrimidin-1-yl)-2-methylpyrrolidin-1-yl)prop-2-en-1-one